CNS(=O)(=O)C1=CC(=CC(=C1)N1[C@@H](CCC1)C)C=1N=C2C(=NC1)NC=C2C2=CN=C(S2)C2CCN(CC2)C (R)-N-methyl-3-(7-(2-(1-methylpiperidin-4-yl)thiazol-5-yl)-5H-pyrrolo[2,3-b]pyrazin-2-yl)-5-(2-methylpyrrolidin-1-yl)benzenesulfonamide